(2,2,2-trifluoro-1-(2-fluoro-5'-formyl-2'-(methoxymethyloxy)-[1,1'-biphenyl]-4-yl)ethyl)-L-leucine methyl ester COC([C@@H](NC(C(F)(F)F)C1=CC(=C(C=C1)C1=C(C=CC(=C1)C=O)OCOC)F)CC(C)C)=O